2-[4-Ethyl-2-oxo-5-[[(3S)-1-(3-pyridyl)piperidine-3-carbonyl]amino]-1-pyridyl]acetic acid C(C)C1=CC(N(C=C1NC(=O)[C@@H]1CN(CCC1)C=1C=NC=CC1)CC(=O)O)=O